C(CON=C(N)N)[C@@H](C(=O)O)N.OS(=O)(=O)O The molecule is an organic sulfate salt obtained by combining L-canavanine with one molar equivalent of sulfuric acid. It has a role as a plant metabolite. It contains a L-canavanine(1+).